ethyl (Z)-2-cyano-3-(4-nitrophenyl)but-2-enoate C(#N)/C(/C(=O)OCC)=C(\C)/C1=CC=C(C=C1)[N+](=O)[O-]